8-Fluoro-7-isopropoxy-2-(1-methyl-2-oxabicyclo[2.2.1]heptan-4-yl)imidazo[1,2-a]pyridine-6-carboxylic acid FC=1C=2N(C=C(C1OC(C)C)C(=O)O)C=C(N2)C21COC(CC2)(C1)C